2-[[4-[3-fluoro-5-methoxy-2-(2H-tetrazol-5-yl)phenyl]piperazin-1-yl]methyl]-1,3-benzothiazole FC=1C(=C(C=C(C1)OC)N1CCN(CC1)CC=1SC2=C(N1)C=CC=C2)C=2N=NNN2